C1(=CC=CC=C1)N(C(=O)C=1C=C(N(C1)C)C1=C(C(=O)N2CC3=CC=CC=C3C[C@H]2CNC(OC(C)(C)C)=O)C=CC=C1)C1=CC=CC=C1 tert-Butyl {[(3S)-2-{2-[4-(diphenylcarbamoyl)-1-methyl-1H-pyrrol-2-yl]benzoyl}-1,2,3,4-tetrahydroisoquinolin-3-yl]methyl}carbamate